FC1=CC=C(C=C1)[C@@H]1N(CCC2=CC=CC=C12)C(=O)OC1(CC1)C1CCN(CC1)C(=O)OCC1=CC=CC=C1 (S)-1-(1-(benzyloxycarbonyl)-piperidin-4-yl)cyclopropyl 1-(4-fluorophenyl)-3,4-dihydroisoquinoline-2(1H)-carboxylate